FC=1C=C(C=C(C1C(=O)O)F)C1=CC=CC=C1 (3,5-difluoro-4-carboxyphenyl)benzene